R-2,3-butanediol C[C@H](C(C)O)O